ClC1=C(C=CC(=C1)F)N1N=CC(=C1)C(=O)N1C[C@H](C[C@H]1C(=O)OC)OC=1C=C(C=CC1)C=1C2=CN(N=C2C=CC1)CC(=O)O 2-[4-[3-[(3S,5S)-1-[1-(2-chloro-4-fluoro-phenyl)pyrazole-4-carbonyl]-5-methoxycarbonyl-pyrrolidin-3-yl]oxyphenyl]indazol-2-yl]acetic acid